NCCCO[Si](OC)(C)CCCN (2-aminoethyl)-3-aminopropyl-methyl-dimethoxysilane